N-(tert-butyl)-3-(4-((2-(tert-butyl)-1H-imidazol-1-yl)methyl)-2-cyanophenyl)-5-isobutylthiophene-2-Sulfonamide C(C)(C)(C)NS(=O)(=O)C=1SC(=CC1C1=C(C=C(C=C1)CN1C(=NC=C1)C(C)(C)C)C#N)CC(C)C